3'-(9H-carbazol-9-yl)-N-(4-(naphthalen-1-yl)phenyl)-[1,1'-biphenyl]-4-amine C1=CC=CC=2C3=CC=CC=C3N(C12)C=1C=C(C=CC1)C1=CC=C(C=C1)NC1=CC=C(C=C1)C1=CC=CC2=CC=CC=C12